1-[2-[3-(3,5-di-t-butyl-4-hydroxyphenyl)propionyloxy]ethyl]-4-[3-(3,5-di-t-butyl-4-hydroxyphenyl)propionyloxy]-2,2,6,6-tetramethylpiperidine C(C)(C)(C)C=1C=C(C=C(C1O)C(C)(C)C)CCC(=O)OCCN1C(CC(CC1(C)C)OC(CCC1=CC(=C(C(=C1)C(C)(C)C)O)C(C)(C)C)=O)(C)C